CC1([C@H]([C@@H]1C1=NC(=NO1)C1=CC=CC=C1)C1=CC(=C(C=C1)S(=O)(=O)N)F)C 4-[trans-2,2-dimethyl-3-(3-phenyl-1,2,4-oxadiazol-5-yl)cyclopropyl]-2-fluorobenzenesulfonamide